1-((3-chloro-5-(trifluoromethyl)pyridin-2-yl)methyl)pyrrolidine-2,5-dione ClC=1C(=NC=C(C1)C(F)(F)F)CN1C(CCC1=O)=O